FC(CC)(F)C1=C(O[C@H](C(=O)O)C)C=CC(=C1)C(F)(F)F (2S)-2-[2-(1,1-difluoropropyl)-4-(trifluoromethyl)phenoxy]propanoic acid